ClC1=NC=CC2=C1CC(C2)NC(OC(C)(C)C)=O tert-Butyl (1-chloro-6,7-dihydro-5H-cyclopenta[c]pyridin-6-yl)carbamate